isopropyl (R)-2-(((benzyloxy) carbonyl) amino)-2-(3-fluoro-4-(1H-tetrazol-1-yl) phenyl)-4,4-dimethylvalerate C(C1=CC=CC=C1)OC(=O)N[C@](C(=O)OC(C)C)(CC(C)(C)C)C1=CC(=C(C=C1)N1N=NN=C1)F